1-(4-benzyl-3-oxo-3,4-dihydro-2H-benzo[b][1,4]thiazin-6-yl)-3-(pyridin-3-yl)urea C(C1=CC=CC=C1)N1C2=C(SCC1=O)C=CC(=C2)NC(=O)NC=2C=NC=CC2